5-(quinoxalin-6-yl)-N-(2-oxaspiro[3.3]heptane-6-yl)pyrrolo[2,1-f][1,2,4]triazin-2-amine N1=CC=NC2=CC(=CC=C12)C=1C=CN2N=C(N=CC21)NC2CC1(COC1)C2